F[P-](F)(F)(F)(F)F.N1(N=NC2=C1C=CC=C2)O[P+](N(C)C)(N(C)C)N(C)C (benzotriazol-1-yl)oxytris(dimethylamino)phosphonium hexafluorophosphate